2,2,4-Trimethylhexamethylenebis(2-carbamoyloxyethyl) dimethacrylate C(C(=C)C)(=O)OCC(OC(N)=O)CC(CC(CCC(COC(C(=C)C)=O)OC(N)=O)C)(C)C